C(C)(C)(C)C1=C(C=CC(=C1)C(C)(C)C)OP(=O)(OC1=C(C=C(C=C1)C(C)(C)C)C(C)(C)C)OC1=C(C=C(C=C1)C(C)(C)C)C(C)(C)C.C(C)OCCOC(=O)OOC(=O)OCCOCC.C(C)(C)(C)N=C(C)C1=NC=CC=C1 2-[1-(tert-butylimino)ethyl]pyridine di(ethoxyethyl)peroxydicarbonate tri(2,4-di-t-butylphenyl)phosphate